C1(CC1)N(C1=C(C(=NC=N1)NCC1CCN(CC1)CC(=O)N)F)CC1=C(C=CC(=C1)C)C 2-(4-(((6-(cyclopropyl(2,5-dimethylbenzyl)amino)-5-fluoropyrimidin-4-yl)amino)methyl)piperidin-1-yl)acetamide